2-(cyclopropylmethyl)-2H-tetrazol C1(CC1)CN1N=CN=N1